N(=[N+]=[N-])[C@H](C(=O)NC1=CC=C(COC(=O)N(CCS(=O)(=O)C)COC/C(=C/CCP(=O)(OC2=CC=CC=C2)N[C@@H](C)C(=O)OCC2=CC=CC=C2)/C)C=C1)C benzyl (((E)-5-(((((4-((S)-2-azidopropanamido)benzyl)oxy)carbonyl)(2-(methylsulfonyl)ethyl)amino)methoxy)-4-methylpent-3-en-1-yl)(phenoxy)phosphoryl)-L-alaninate